3,4-dichlorophenyl (5S,8R)-6,7,8,9-tetrahydro-5H-5,8-epiminocyclohepta[d]pyrimidine-10-carboxylate N1=CN=CC2=C1C[C@H]1CC[C@@H]2N1C(=O)OC1=CC(=C(C=C1)Cl)Cl